7'-bromo-8'-methyl-2'-[(pyridin-3-yl)methyl]-2',5'-dihydrospiro[cyclopropane-1,4'-furo[2,3-g]indazole] BrC1=C(C2=C(CC3(C4=CN(N=C24)CC=2C=NC=CC2)CC3)O1)C